(4S)-3-((4-chloro-phenyl)sulfonyl)-4-propyldihydro-furan-2(3H)-one ClC1=CC=C(C=C1)S(=O)(=O)C1C(OC[C@@H]1CCC)=O